C(C1=CC=CC=C1)=C1C(C2(CCC1C2(C)C)C)=O benzyliden-bornan-2-on